methyl 2-((2-((5-chloro-2-(4-chloro-1H-1,2,3-triazol-1-yl)phenyl)amino)-2-oxoethyl)amino)-3-(1-(methyl-d3)-1H-pyrazol-3-yl)propanoate ClC=1C=CC(=C(C1)NC(CNC(C(=O)OC)CC1=NN(C=C1)C([2H])([2H])[2H])=O)N1N=NC(=C1)Cl